C(OC)(OCC(C)(C)C)=O methyl 2,2-dimethylpropyl carbonate